BrC1=C(C=CC(=C1)Cl)B(O)O (2-bromo-4-chlorophenyl)boronic acid